C(C)(C)N1N=C(N=C1C1[C@H]2CC(C[C@@H]12)=O)C=1C=NC=C(C1)C(F)(F)F (1R,5S,6r)-6-(1-Isopropyl-3-(5-(trifluoromethyl)pyridin-3-yl)-1H-1,2,4-triazol-5-yl)bicyclo[3.1.0]hexan-3-one